COC[C@@H]1N(CCC1)C ((R)-2-(methoxymethyl)pyrrolidin-1-yl)methane